C(C1=CC=CC=C1)N[C@@H](CCC(N)=O)C(=O)O benzyl-glutamine